FC1=C(C(=CC=C1)F)CN1C(N(C(C2=C1SC(=C2CNC)CCCNC(=O)NOC)=O)C=2N=NC(=CC2)OC)=O 1-(3-{1-[(2,6-difluorophenyl)methyl]-3-(6-methoxypyridazin-3-yl)-5-[(methylamino)methyl]-2,4-dioxothieno[2,3-d]pyrimidin-6-yl}propyl)-3-methoxyurea